N,N-bis(2-hydroxyethyl)stearylamine OCCN(CCO)CCCCCCCCCCCCCCCCCC